3-(perfluoro-n-heptyl)epoxypropane FC(C(C(C(C(C(C(F)(F)F)(F)F)(F)F)(F)F)(F)F)(F)F)(CC1CO1)F